FC=1C(=C(C=CC1F)[C@@H]1[C@H](O[C@@]([C@H]1C)(C(F)(F)F)C)C(=O)NC1=CC(=NC=C1)C(=O)N)OC([2H])([2H])[2H] 4-((2S,3R,4S,5S)-3-(3,4-difluoro-2-(methoxy-d3)phenyl)-4,5-dimethyl-5-(trifluoromethyl)tetrahydrofuran-2-carboxamido)picolinamide